tert-butyl 2-(chloro(hydroxyimino)methyl)pyrrolidine-1-carboxylate ClC(C1N(CCC1)C(=O)OC(C)(C)C)=NO